5-(4-(((3-(2-chloro-6-fluorophenyl)-5-cyclopropylisoxazol-4-yl)methoxy)methyl)-4-fluoropiperidin-1-yl)picolinic acid ClC1=C(C(=CC=C1)F)C1=NOC(=C1COCC1(CCN(CC1)C=1C=CC(=NC1)C(=O)O)F)C1CC1